4,4'-dichloro-(1,1'-biphenyl)-3,3'-diol ClC1=C(C=C(C=C1)C1=CC(=C(C=C1)Cl)O)O